C1(=CC=CC=C1)COCCCCCCCCCCCN1N=CC(=C1)C(=O)O 1-(11-(phenylmethoxy)undecyl)-1H-pyrazole-4-carboxylic acid